4-((1S,4S)-5-methyl-2,5-diazabicyclo[2.2.1]hept-2-yl)cyclobut-3-ene-1,2-dione CN1[C@@H]2CN([C@H](C1)C2)C2=CC(C2=O)=O